C(C)(C)C1=NC(=CC(=C1)C(C)C)C(C)C 2,4,6-tri-isopropylpyridine